(E)-(4-(1-(3-(2-((5,6-difluoro-2,3-dihydro-1H-inden-2-yl) amino) pyrimidin-5-yl) acryloyl)-3-methylazetidin-3-yl)-1H-1,2,3-triazol-1-yl) methylpentanoate CC(C(=O)ON1N=NC(=C1)C1(CN(C1)C(\C=C\C=1C=NC(=NC1)NC1CC2=CC(=C(C=C2C1)F)F)=O)C)CCC